C(C)C(C(C)(CC)N)(C(C)C)C (diethyl-1,2,3-trimethylbutyl)amine